2-(3'-{(1R)-1-[(6,7-dimethoxy-2-methylquinazolin-4-yl)amino]-ethyl}biphenyl-4-yl)-2-methyl-propanenitrile COC=1C=C2C(=NC(=NC2=CC1OC)C)N[C@H](C)C=1C=C(C=CC1)C1=CC=C(C=C1)C(C#N)(C)C